C(CCC)OC(CCCCN(CCCCCCCCC)CCC1CCN(CC1)C(CN(CCCCCCCCC)CCN(CCCCCCCCC)CCCCCCCCC)=O)=O Butyl-5-((2-(1-(N-(2-(dinonylamino)ethyl)-N-nonylglycyl)piperidin-4-yl)ethyl)(nonyl)amino)pentanoate